N-{(4aR,6R)-2-[4-(2,3-difluorophenyl)-1,2-benzoxazol-3-yl]-5,5-difluoro-1-oxooctahydropyrrolo[1,2-c]pyrimidin-6-yl}methanesulfonamide FC1=C(C=CC=C1F)C1=CC=CC2=C1C(=NO2)N2C(N1[C@H](CC2)C([C@@H](C1)NS(=O)(=O)C)(F)F)=O